N-(2-(4-(4-cyclopropyl-piperazine-1-yl)piperidine-1-yl)-5-((6-((R)-3-(3-ethynylphenyl)-isoxazolidine-2-yl)pyrimidine-4-yl)amino)-4-methoxyphenyl)acrylamide C1(CC1)N1CCN(CC1)C1CCN(CC1)C1=C(C=C(C(=C1)OC)NC1=NC=NC(=C1)N1OCC[C@@H]1C1=CC(=CC=C1)C#C)NC(C=C)=O